FC=1C=C(CN(C=2C=C3N(C(N2)=O)C[C@H]2N3CCC2)C)C=C(C1)F (S)-3-((3,5-difluorobenzyl)(methyl)amino)-7,8,8a,9-tetrahydropyrrolo[1',2':3,4]imidazo[1,2-c]pyrimidin-1(6H)-one